OC(CC(=O)O)CCC(CCCCCCC)C 3-hydroxy-6-methyltridecanoic acid